FC1(CN(CC12CN(C2)C([2H])([2H])[2H])C(=O)OCC2=CC=CC=C2)F benzyl 8,8-difluoro-2-(methyl-d3)-2,6-diazaspiro[3.4]octane-6-carboxylate